1-(4-(6-(benzyloxy)-2-(bicyclo[4.2.0]octa-1,3,5-trien-2-yl)-3,4-dihydronaphthalen-1-yl)phenyl)-4-(dimethoxymethyl)piperidine C(C1=CC=CC=C1)OC=1C=C2CCC(=C(C2=CC1)C1=CC=C(C=C1)N1CCC(CC1)C(OC)OC)C1=C2CCC2=CC=C1